C(C)OC(=O)C=1N=COC1C(C)(C)C 5-(tert-butyl)oxazole-4-carboxylic acid ethyl ester